C1=CC(=O)C1=O cyclobutenedione